6-((4,5-dihydro-1H-imidazol-2-yl)methyl)-5-methyl-6H-pyrido[4,3-b]carbazole N1C(=NCC1)CN1C=2C=CC=CC2C=2C=C3C(=C(C12)C)C=CN=C3